C1(CC1)C=1C(=CC(N2[C@@H](CSC12)CO)=O)CC1=CC=CC2=CC=CC=C12 (3R)-7-Cyclopropyl-3-(hydroxymethyl)-6-[(1-naphthyl)methyl]-1-thia-3a-aza-4-indanone